NC1=NC(=C(C=2N1N=C(N2)C(OC2=NC=CC=C2)C2=CC=CC=C2)Br)C=2C=C(C#N)C=CC2 3-(5-amino-8-bromo-2-(phenyl-(pyridin-2-yloxy)methyl)-[1,2,4]triazolo[1,5-c]pyrimidin-7-yl)benzonitrile